N-{(6S)-2-[6-chloro-4-(2,6-difluorophenyl)pyrazolo[1,5-a]pyridin-3-yl]-3-oxo-2,5,6,7-tetrahydro-3H-pyrrolo[1,2-c]imidazol-6-yl}ethanesulfonamide ClC=1C=C(C=2N(C1)N=CC2N2C(N1C(=C2)C[C@@H](C1)NS(=O)(=O)CC)=O)C1=C(C=CC=C1F)F